C(N)(=N)C=1N=C(SC1)CNC(=O)[C@H]1N[C@H]2C[C@]2(C1)C (1S,3S,5S)-N-((4-carbamimidoylthiazol-2-yl)methyl)-5-methyl-2-azabicyclo[3.1.0]hexane-3-carboxamide